(6R)-9-fluoro-17-methyl-13-oxa-2,11,17,21,22,25-hexaazapentacyclo[17.5.2.02,6.07,12.022,26]hexacosen FC1CC2[C@H]3CCCN3C3=CCN4NCC(CN(CCCOC2NC1)C)C4N3